C(#N)C=1C=C(C=NC1OC(F)F)NC(=O)[C@@H]1C[C@@](C2=C1C=NC=1N2N=C(C1)F)(C)C1=NN(C=C1)C(F)F (6R,8R)-N-(5-cyano-6-(difluoromethoxy)pyridin-3-yl)-8-(1-(difluoromethyl)-1H-pyrazol-3-yl)-2-fluoro-8-methyl-7,8-dihydro-6H-cyclopenta[e]pyrazolo[1,5-a]pyrimidine-6-carboxamide